1-((1R,4aS,4bR,6aR,9S,11aS,11bR,13aS)-9-ethyl-9-hydroxy-13a-methyloctadecahydro-1H-cyclohepta[a]phenanthren-1-yl)ethanone C(C)[C@@]1(CC[C@@H]2[C@@H]([C@H]3CC[C@@]4([C@@H](CCC[C@H]4[C@@H]3CC2)C(C)=O)C)CC1)O